2-(3-chlorophenyl)-N-(8,9-difluoro-6-oxo-1,4,5,6-tetrahydro-2H-pyrano[3,4-c]isoquinolin-1-yl)-2-hydroxy-N-methylacetamide ClC=1C=C(C=CC1)C(C(=O)N(C)C1COCC=2NC(C=3C=C(C(=CC3C21)F)F)=O)O